ClC1=CC2=C(C(CC(O2)C(=O)NC23CC(C2)(C3)NC(COC3=CC(=C(C=C3)Cl)F)=O)O)C=C1 7-chloro-N-{3-[2-(4-chloro-3-fluorophenoxy)acetamido]bicyclo[1.1.1]pentan-1-yl}-4-hydroxy-3,4-dihydro-2H-1-benzopyran-2-carboxamide